(S)-(3-(dimethylamino)azetidin-1-yl)(5-ethyl-2-(6-(2-ethyl-4-hydroxyphenyl)-1H-indazol-3-yl)-4,5,6,7-tetrahydro-3H-imidazo[4,5-c]pyridin-6-yl)methanone CN(C1CN(C1)C(=O)[C@@H]1CC2=C(CN1CC)NC(=N2)C2=NNC1=CC(=CC=C21)C2=C(C=C(C=C2)O)CC)C